8-(4-isobutylpiperazin-1-yl)-N-(1-methylcyclopropyl)imidazo[1,5-a]pyrazine-6-sulphonamide C(C(C)C)N1CCN(CC1)C=1C=2N(C=C(N1)S(=O)(=O)NC1(CC1)C)C=NC2